1-(7-(benzyloxy)-8-fluoro-1-hydroxybenzo[d][1,2,3]diazaborinin-2(1H)-yl)ethanone C(C1=CC=CC=C1)OC=1C=CC2=C(B(N(N=C2)C(C)=O)O)C1F